cobalt tris(triphenylphosphine) chloride [Cl-].C1(=CC=CC=C1)P(C1=CC=CC=C1)C1=CC=CC=C1.C1(=CC=CC=C1)P(C1=CC=CC=C1)C1=CC=CC=C1.C1(=CC=CC=C1)P(C1=CC=CC=C1)C1=CC=CC=C1.[Co+2].[Cl-]